(S)-2-(2-(3-(ethoxymethyl)-1-(2-(6-methylpyridin-3-yl)propan-2-yl)pyrrolidin-3-yl)ethyl)-5-fluoropyridine C(C)OC[C@@]1(CN(CC1)C(C)(C)C=1C=NC(=CC1)C)CCC1=NC=C(C=C1)F